CN(C)CCN1CCN(CC1)CCN(C)C Bis(dimethylaminoethyl)piperazin